BrC1=C(C=C(C(=C1)OC)I)C 1-bromo-4-iodo-5-methoxy-2-methylbenzene